C(C)(C)(C)N(C(O)=O)C(C)(C)C1CCNCC1.C(C)(=O)N1C[C@@H](OCC1)CC1=C(N=C2N1C=CC(=C2)C)C2=C(C=C(C=C2F)N2C(CCC2)=O)Cl (S)-1-(4-(3-((4-acetylmorpholin-2-yl)methyl)-7-methylimidazo[1,2-a]pyridin-2-yl)-3-chloro-5-fluorophenyl)pyrrolidin-2-one tert-butyl-(2-(piperidin-4-yl)propan-2-yl)carbamate